4-(4-methylbenzyloxy)phenylboronic acid pinacol ester CC1=CC=C(COC2=CC=C(C=C2)B2OC(C)(C)C(C)(C)O2)C=C1